(4aR,8aS)-6-[3-[4-[3-(2,2-Dimethylpropyl)triazol-4-yl]phenyl]azetidine-1-carbonyl]-4,4a,5,7,8,8a-hexahydropyrido[4,3-b][1,4]oxazin-3-one Sodium 2-pyrrolidone-5-carboxylate N1C(CCC1C(=O)[O-])=O.[Na+].CC(CN1N=NC=C1C1=CC=C(C=C1)C1CN(C1)C(=O)N1C[C@@H]2[C@@H](OCC(N2)=O)CC1)(C)C